CON(C(C1=CC=CC=C1)=O)C N-methoxy-N-methylbenzamide